C(C)(C)(C)OC(NC\C=C(\CO)/F)=O (Z)-3-fluoro-4-hydroxybut-2-enylcarbamic acid tert-butyl ester